1-benzyl-5-phenyl-Tetrazole C(C1=CC=CC=C1)N1N=NN=C1C1=CC=CC=C1